N-(beta-phenylpropyl)fumaric acid amide C1(=CC=CC=C1)C(CNC(\C=C\C(=O)O)=O)C